4-ethylenedioxythiophenesulfonate C1OC=2C=C(SC2OC1)S(=O)(=O)[O-]